FC1=C(C=C2C=CN(C(C2=C1)=O)CC[C@@H]1[C@H](CCC1)NC=1C=NNC(C1C(F)(F)F)=O)C1=NC=C(C=N1)C(F)(F)F 7-fluoro-2-(2-((1R,2S)-2-((6-oxo-5-(trifluoromethyl)-1,6-dihydropyridazin-4-yl)amino)cyclopentyl)ethyl)-6-(5-(trifluoromethyl)pyrimidin-2-yl)isoquinolin-1(2H)-one